FC(C1=NC=2N(C=C1)N=CC2C2=CC(=NC=C2)F)F 5-(difluoromethyl)-3-(2-fluoro-4-pyridinyl)pyrazolo[1,5-a]Pyrimidine